7-(4-chloro-2,5-difluoro-phenyl)-N,N-dimethyl-5-[rac-(6R)-6-(1-cyclopropylpyrazol-4-yl)-3,6-dihydro-2H-pyran-4-yl]thiazolo[4,5-d]pyrimidin-2-amine ClC1=CC(=C(C=C1F)C=1C2=C(N=C(N1)C=1CCO[C@H](C1)C=1C=NN(C1)C1CC1)N=C(S2)N(C)C)F |r|